NC(C(=O)O)CCP(=O)(C)O 2-amino-4-[hydroxy(methyl)phosphoryl]butanoic acid